N-(2-((2-(dimethylamino)ethyl)(ethyl)amino)-5-((4-(7-fluoro-1-methyl-1H-indol-3-yl)-5-(trifluoromethyl)pyrimidin-2-yl)amino)phenyl)acetamide CN(CCN(C1=C(C=C(C=C1)NC1=NC=C(C(=N1)C1=CN(C2=C(C=CC=C12)F)C)C(F)(F)F)NC(C)=O)CC)C